1-(4-((4-((5-(furan-2-yl)-2-(trifluoro-methoxy)phenyl)amino)-7-methoxy-quinazolin-6-yl)oxy)piperidin-1-yl)prop-2-en-1-one O1C(=CC=C1)C=1C=CC(=C(C1)NC1=NC=NC2=CC(=C(C=C12)OC1CCN(CC1)C(C=C)=O)OC)OC(F)(F)F